ClC=1C=C(OC=2C(N(C(C2)=O)CC2CCOCC2)=O)C=C(C1)Cl 3-(3,5-Dichlorophenoxy)-1-((tetrahydro-2H-pyran-4-yl)methyl)-1H-pyrrole-2,5-dione